C12CN(CC(CC1)N2)C2=NC(=NC1=C(C(=C(C=C21)CC)C2=CC=C(C=1SC(=C(C12)C#N)N)F)F)OCC12COC(C1)(C2)C 4-(4-(3,8-diazabicyclo[3.2.1]octan-3-yl)-6-ethyl-8-fluoro-2-((1-methyl-2-oxabicyclo[2.1.1]hexan-4-yl)methoxy)quinazolin-7-yl)-2-amino-7-fluorobenzo[b]thiophene-3-carbonitrile